C(C)N1C2=NC(=NC(=C2N=C1)NCC=1C=CC(=NC1)N1N=NC(=C1)CO)C=1C=NC=CC1 (1-(5-(((9-ethyl-2-(pyridin-3-yl)-9H-purin-6-yl)amino)methyl)pyridin-2-yl)-1H-1,2,3-triazol-4-yl)methanol